(1'R)-1',3'-dihydrospiro[azetidine-3,2'-indene]-1'-amine dihydrochloride Cl.Cl.[C@@H]1(C2(CC3=CC=CC=C13)CNC2)N